6-((R)-3-(2,3-difluorophenyl)isoxazolidin-2-yl)-N-(4-(4-((3S,5R)-4-ethyl-3,5-dimethylpiperazin-1-yl)piperidin-1-yl)-2-methoxy-phenyl)pyrimidin-4-amine FC1=C(C=CC=C1F)[C@@H]1N(OCC1)C1=CC(=NC=N1)NC1=C(C=C(C=C1)N1CCC(CC1)N1C[C@@H](N([C@@H](C1)C)CC)C)OC